OC1=CC(NN=C1C(F)(F)F)=O 5-hydroxy-6-(trifluoromethyl)pyridazin-3(2H)-one